n-butylmagnesium chloride CCC[CH2-].[Mg+2].[Cl-]